4-chloro-5-fluoro-2-hydrazinopyridine ClC1=CC(=NC=C1F)NN